[Cl-].ClC1=NC(=CC(=N1)[Zn+])[2H] (2-chloropyrimidin-4-yl-6-d)zinc (II) chloride